N-((1H-benzo[d]imidazol-6-yl)methyl)-N-(3-methoxybenzyl)-2-(2-(2-(3-methoxyphenoxy)ethoxy)ethoxy)pyridin-4-amine N1C=NC2=C1C=C(C=C2)CN(C2=CC(=NC=C2)OCCOCCOC2=CC(=CC=C2)OC)CC2=CC(=CC=C2)OC